C(C)(C)(C)C1=CC=C(C=C1)N1C=2C=CC=CC2B2C3=C1C=CC=C3N(C=3C=CC=CC23)C2=CC=C(C=C2)C(C)(C)C 5,9-bis(4-(tert-butyl)phenyl)-5,9-dihydro-5,9-diaza-13b-boranaphtho[3,2,1-de]anthracene